methyl 1-(5-(difluoromethoxy)-2-fluorophenyl)-3-(3-hydroxy-3-methylbutan-2-yl)-2-oxo-2,3-dihydro-1H-benzo[d]imidazole-5-carboxylate FC(OC=1C=CC(=C(C1)N1C(N(C2=C1C=CC(=C2)C(=O)OC)C(C)C(C)(C)O)=O)F)F